(Z)-16-(non-3-en-1-yl)triacontan-15-ol C(C\C=C/CCCCC)C(C(CCCCCCCCCCCCCC)O)CCCCCCCCCCCCCC